(6-methoxynaphthalen-2-yl)phenol COC=1C=C2C=CC(=CC2=CC1)C1=C(C=CC=C1)O